3-(3-chloro-4-fluorophenyl)-1-((4-cyclopentyl-5-methyl-4H-1,2,4-triazol-3-yl)methyl)-1-(4-methoxyphenyl)urea ClC=1C=C(C=CC1F)NC(N(C1=CC=C(C=C1)OC)CC1=NN=C(N1C1CCCC1)C)=O